3-[[4-[(2R)-2-[(2-aminopyrimidin-5-yl)methylamino]-4,4-dimethyl-pentoxy]-6-(2,6-dimethylphenyl)pyrimidin-2-yl]sulfamoyl]benzoic acid NC1=NC=C(C=N1)CN[C@@H](COC1=NC(=NC(=C1)C1=C(C=CC=C1C)C)NS(=O)(=O)C=1C=C(C(=O)O)C=CC1)CC(C)(C)C